ClC=1C=C(C=CC1)CCN1C[C@@H]([C@H](C1)C)COC1=CC=C(C=C1)N(S(=O)(=O)C)C |o1:11,12| N-(4-(((3R,4R) or (3S,4S)-1-(3-chlorophenyl-ethyl)-4-methylpyrrolidin-3-yl)methoxy)phenyl)-N-methylmethanesulfonamide